(2R,4S)-N2-(5-((+)-1-amino-1-(3-cyanophenyl)-3-cyclopropyl)-2-fluorophenyl)-N1-(5-chloropyridin-2-yl)-4-hydroxy-4-phenylpyrrolidine-1,2-dicarboxamide NC1(CC1C=1C=CC(=C(C1)NC(=O)[C@@H]1N(C[C@](C1)(C1=CC=CC=C1)O)C(=O)NC1=NC=C(C=C1)Cl)F)C1=CC(=CC=C1)C#N